3-((5-(4-cyanopyrimidin-2-yl)-6-methylpyridin-2-yl)amino)pyrrolidine-1-carboxylic acid tert-butyl ester C(C)(C)(C)OC(=O)N1CC(CC1)NC1=NC(=C(C=C1)C1=NC=CC(=N1)C#N)C